3-[7-(difluoromethoxy)-1,4-dimethyl-1H-benzotriazol-5-yl]propanoic acid FC(OC1=CC(=C(C2=C1N(N=N2)C)C)CCC(=O)O)F